7-chloro-5-(2-(trifluoromethyl)phenyl)imidazo[1,2-a]Quinoxaline-4(5H)-on ClC=1C=C2N(C(C=3N(C2=CC1)C=CN3)=O)C3=C(C=CC=C3)C(F)(F)F